3-[(1E)-3-ethoxy-3-oxoprop-1-en-1-yl]-3-fluoroazetidine-1-carboxylic acid tert-butyl ester C(C)(C)(C)OC(=O)N1CC(C1)(F)\C=C\C(=O)OCC